nonafluoropentadecyl-trichlorosilane FC(C(C(F)(F)[Si](Cl)(Cl)Cl)(F)F)(CCCCCCCCCCCC(F)(F)F)F